1,3,5,7-Tetravinyl-1,3,5,7-tetramethylcyclotetrasiloxane C[Si]1(O[Si](O[Si](O[Si](O1)(C)C=C)(C)C=C)(C)C=C)C=C